CC=1N=C(C=2CN(CCOC2N1)C)O 2,6-di(methyl)-7,8-dihydro-5H-pyrimido[5,4-f][1,4]oxazepin-4-ol